3-(3,4-dichlorophenyl)-3-(6-((2-methyl-1H-imidazol-1-yl)methyl)-8-(1-methyl-3-(trifluoromethyl)-1H-pyrazol-4-yl)-4-oxochroman-3-yl)propanoic acid ClC=1C=C(C=CC1Cl)C(CC(=O)O)C1COC2=C(C=C(C=C2C1=O)CN1C(=NC=C1)C)C=1C(=NN(C1)C)C(F)(F)F